benzyl (S)-(3-methoxy-2-(3-tridecylureido)propyl)carbamate COC[C@H](CNC(OCC1=CC=CC=C1)=O)NC(=O)NCCCCCCCCCCCCC